methyl 5-[(dimethylamino)carbonyl]-4-methyl-2-({[(1-methyl-1H-pyrazol-3-yl)amino]carbonothioyl} amino)-3-thiophenecarboxylate CN(C(=O)C1=C(C(=C(S1)NC(=S)NC1=NN(C=C1)C)C(=O)OC)C)C